O=C1NC(CCC1N1C(C2=CC=CC(=C2C1=O)NC1=C(C=C2CCC(N(C2=C1)C)=O)C1=CC(=NC=C1)C)=O)=O 2-(2,6-Dioxopiperidin-3-yl)-4-((1-methyl-6-(2-methylpyridin-4-yl)-2-oxo-1,2,3,4-tetrahydroquinolin-7-yl)amino)isoindoline-1,3-dione